FC(CN1C(N(C(C12CCNCC2)=O)C2=NC=CC(=C2)C(F)(F)F)=O)(F)F 1-(2,2,2-trifluoroethyl)-3-(4-(trifluoromethyl)pyridin-2-yl)-1,3,8-triazaspiro[4.5]decane-2,4-dione